5-methyl-1,2,3,4-tetrahydroquinolin-8-ol CC1=C2CCCNC2=C(C=C1)O